P(O)OPO.C(C)(C)(C)C=1C(=C(C=CC1)C1=C(C(=C(C=2C3=CC=CC=C3C12)C1=C(C(=CC=C1)C(C)(C)C)C(C)(C)C)C1=C(C(=CC=C1)C(C)(C)C)C(C)(C)C)C1=C(C(=CC=C1)C(C)(C)C)C(C)(C)C)C(C)(C)C tetrakis(di-tert-butylphenyl)-biphenylene diphosphonite